[1-(2-ethylsulfanyl-3,6-dimethyl-4-oxo-chromen-8-yl)ethylamino]Benzoic acid C(C)SC=1OC2=C(C=C(C=C2C(C1C)=O)C)C(C)NC1=C(C(=O)O)C=CC=C1